N-(4-(N-((3R,5R)-adamantan-1-yl)aminosulfonyl)phenethyl)-3-iodobenzamide C12(CC3CC(CC(C1)C3)C2)NS(=O)(=O)C2=CC=C(CCNC(C3=CC(=CC=C3)I)=O)C=C2